(4-cyclohexyl-3,4-dihydroquinoxaline-1(2H)-yl)(4-methylpiperazin-1-yl)methanone C1(CCCCC1)N1CCN(C2=CC=CC=C12)C(=O)N1CCN(CC1)C